propionic acid tri-hydrochloride salt Cl.Cl.Cl.C(CC)(=O)O